C(=O)C1=C(C=CC2=CC=CC=C12)OCCC(=O)NC 3-[(1-FORMYLNAPHTHALEN-2-YL)OXY]-N-METHYLPROPANAMIDE